(4-(1-(2,2-difluoroethyl)-2-(trifluoromethyl)-1H-imidazo[4,5-c]pyridin-4-yl)phenyl)(6,6-difluoro-1,4-oxazepan-4-yl)methanone FC(CN1C(=NC=2C(=NC=CC21)C2=CC=C(C=C2)C(=O)N2CCOCC(C2)(F)F)C(F)(F)F)F